COC1=C(C=C(C=C1)CCN)C 2-(4-Methoxy-3-methyl-phenyl)-ethylamine